2,4-dinitrophenylmorphine [N+](=O)([O-])C1=C(C=CC(=C1)[N+](=O)[O-])OC=1C=CC=2C[C@@H]3[C@@H]4C=C[C@@H]([C@H]5[C@@]4(C2C1O5)CCN3C)O